N-(3-(methyl-d3)phenyl)naphthalen-2-amine C(C=1C=C(C=CC1)NC1=CC2=CC=CC=C2C=C1)([2H])([2H])[2H]